methyl 7,8,9-tri-O-acetyl-5-amino-2,6-anhydro-4-(5-bromo-3-cyano-2H-indazol-2-yl)-3,4,5-trideoxy-D-glycero-D-galacto-non-2-enonate C(C)(=O)O[C@@H]([C@H]1[C@@H]([C@H](C=C(C(=O)OC)O1)N1N=C2C=CC(=CC2=C1C#N)Br)N)[C@H](OC(C)=O)COC(C)=O